1-methylpyridin-6(1H)-one-3-boronic acid pinacol ester CN1C=C(C=CC1=O)B1OC(C)(C)C(C)(C)O1